5'-fluoro-2'-hydroxy-[1,1'-biphenyl] FC=1C=CC(=C(C1)C1=CC=CC=C1)O